O=C1NC(CCC1N1CC2=CC(=C(C=C2C1)N1CC2CCC(C1)N2CC2CCN(CC2)CCOC2=CC=C(C=C2)C(=C(CC)C2=CC=CC=C2)C2=CC=CC=C2)F)=O 2-(2,6-dioxopiperidin-3-yl)-5-(8-((1-(2-(4-(1,2-diphenylbut-1-en-1-yl)phenoxy)ethyl)piperidin-4-yl)methyl)-3,8-diazabicyclo[3.2.1]octane-3-yl)-6-fluoroisoindoline